(3R)-3-[(pyridin-2-yl)amino](4,4,4-2H3)butanoic acid N1=C(C=CC=C1)N[C@@H](CC(=O)O)C([2H])([2H])[2H]